2-(methoxymethyl)-3-(methylsulfinyl)-N-(1-methyl-1H-tetrazol-5-yl)-4-(trifluoromethyl)benzamide COCC1=C(C(=O)NC2=NN=NN2C)C=CC(=C1S(=O)C)C(F)(F)F